O-(1-(2-(((tert-Butyldimethylsilyl)oxy)methyl)pyridin-4-yl)-3-(3-methoxyphenyl)cyclobutyl) S-methyl carbonodithioate C(OC1(CC(C1)C1=CC(=CC=C1)OC)C1=CC(=NC=C1)CO[Si](C)(C)C(C)(C)C)(=S)SC